Ethyl 1-(aminomethyl)-2-methylcyclopentanecarboxylate tert-butyl-(1S,4S)-2,5-diazabicyclo[2.2.1]heptane-2-carboxylate C(C)(C)(C)OC(=O)N1[C@@H]2CN[C@H](C1)C2.NCC2(C(CCC2)C)C(=O)OCC